C1(CCCCC1)C=1N(C(=C(N1)C1=CC=CC=C1)C(=O)OC(C)(C)C)C tert-butyl 2-cyclohexyl-1-methyl-4-phenyl-1H-imidazole-5-carboxylate